2-(3,3-Difluorocyclopentyl)-2-(4-(2-methyl-2H-tetrazol-5-yl)phenyl)-N-(5-(methylthio)-1,3,4-thiadiazol-2-yl)acetamide FC1(CC(CC1)C(C(=O)NC=1SC(=NN1)SC)C1=CC=C(C=C1)C=1N=NN(N1)C)F